(S)-(1-(difluoromethyl)-1H-pyrazol-5-yl)(4-(5-methylbenzo[d]oxazol-2-yl)-6,7-dihydro-1H-imidazo[4,5-c]pyridin-5(4H)-yl)methanone FC(N1N=CC=C1C(=O)N1[C@@H](C2=C(CC1)NC=N2)C=2OC1=C(N2)C=C(C=C1)C)F